CC=1N=C(SC1C)C=1C(=C(C(=O)N)C=CC1F)N1CCCC1 (4,5-dimethylthiazol-2-yl)-4-fluoro-2-(pyrrolidin-1-yl)benzamide